C(#N)C1=C(N=CC2=C1OC(CN2C(=O)NC=2C=NC(=C(C2)C(F)F)C(N(C)C2CC2)=O)C(F)(F)F)C 8-Cyano-N-(6-(cyclopropyl(methyl)carbamoyl)-5-(difluoromethyl)pyridin-3-yl)-7-methyl-2-(trifluoromethyl)-2,3-dihydro-4H-pyrido[4,3-b][1,4]oxazine-4-carboxamide